3-methyl malonate C(CC(=O)OC)(=O)[O-]